2-benzyl-2-azaspiro[3.3]heptan-6-yl (2R,6S)-4-(5-ethylpyrimidin-2-yl)-2,6-dimethylpiperazine-1-carboxylate C(C)C=1C=NC(=NC1)N1C[C@H](N([C@H](C1)C)C(=O)OC1CC2(CN(C2)CC2=CC=CC=C2)C1)C